FC(F)(F)C(C=1C=NC=CC1)=C1OC2=C(C1=O)C=CC(=C2)O (trifluoromethylpyridin-3-ylmethylene)-6-hydroxybenzofuran-3(2H)-one